2-Amino-7-chloro-4-(5-fluoro-3-((3S,4S)-3-hydroxy-4-(isopropyl(methyl)amino)pyrrolidin-1-yl)-7,9-dihydrofuro[3,4-f]quinazolin-6-yl)thieno[3,2-c]pyridine-3-carbonitrile NC1=C(C=2C(=NC=C(C2S1)Cl)C=1C2=C(C=3C=NC(=NC3C1F)N1C[C@@H]([C@H](C1)N(C)C(C)C)O)COC2)C#N